FC1=CC(=C(C(=O)OC)C=C1)NC1=C(C=C(C=C1)F)C(C)C methyl 4-fluoro-2-((4-fluoro-2-isopropylphenyl)-amino)benzoate